NC=1C=C(C=CC1)NC(=O)NC1=CC2=C(SCC(N2CC2=CC=CC=C2)=O)C=C1 1-(3-aminophenyl)-3-(4-benzyl-3-oxo-3,4-dihydro-2H-benzo[b][1,4]thiazin-6-yl)urea